IC1=CC(=C(C(=O)NC2=CC=C(C=C2)N2C3=C(NC(CC2=O)=O)C2=CC=CC=C2C=C3)C=C1)OC 5-[4-(4-iodo-2-methoxybenzoylamino)phenyl]-1H-naphtho[1,2-b][1,4]diazepine-2,4(3H,5h)-dione